Br/C(/C(=O)O)=C\C bromocrotonic acid